trans-2-(5-(3-((2-((S)-3-carboxybutanoyl)-6-methoxybenzo[b]thiophen-5-yl)oxy)propoxy)-4-fluoro-6-methoxybenzo[b]thiophene-2-carbonyl)cyclopropanecarboxylic acid C(=O)(O)[C@H](CC(=O)C1=CC2=C(S1)C=C(C(=C2)OCCCOC2=C(C1=C(SC(=C1)C(=O)[C@H]1[C@@H](C1)C(=O)O)C=C2OC)F)OC)C